C(C1=CC=CC=C1)SC=1C=C(C(=NC1)CNC1=C(C(=NC=C1[N+](=O)[O-])OC([2H])([2H])[2H])Br)F N-((5-(benzylthio)-3-fluoropyridin-2-yl)methyl)-3-bromo-2-(methoxy-d3)-5-nitropyridin-4-amine